CCC(=[O+][O-])CC propione oxide